(R)-1-(4-(6-((R)-2-(5-fluoro-2-methoxyphenyl)pyrrolidin-1-yl)imidazo[1,2-b]pyridazin-3-yl)-1H-1,2,3-triazol-1-yl)propan-2-ol FC=1C=CC(=C(C1)[C@@H]1N(CCC1)C=1C=CC=2N(N1)C(=CN2)C=2N=NN(C2)C[C@@H](C)O)OC